(S)-2-(2-chloro-6-fluorobenzamido)-3-(4-(6',7'-difluoro-2'-oxospiro[cyclopropane-1,3'-indoline]-1'-yl)phenyl)propanoic acid ClC1=C(C(=O)N[C@H](C(=O)O)CC2=CC=C(C=C2)N2C(C3(C4=CC=C(C(=C24)F)F)CC3)=O)C(=CC=C1)F